5-((2-((2,4-dimethoxybenzyl)amino)-3-fluoropyridin-4-yl)methyl)-3,4-difluoro-2-((2-fluoro-4-methoxyphenyl)amino)benzoic acid methyl ester COC(C1=C(C(=C(C(=C1)CC1=C(C(=NC=C1)NCC1=C(C=C(C=C1)OC)OC)F)F)F)NC1=C(C=C(C=C1)OC)F)=O